methyl 2-[tert-butoxycarbonyl-[2-(3,6-dichloro-5-methyl-pyridazin-4-yl)ethyl]amino]-5-[3-(2-fluoro-4-iodo-phenoxy)propyl]thiazole-4-carboxylate C(C)(C)(C)OC(=O)N(C=1SC(=C(N1)C(=O)OC)CCCOC1=C(C=C(C=C1)I)F)CCC1=C(N=NC(=C1C)Cl)Cl